C(C)(=O)OCC(COC(C)=O)OC(C)=O propane-1,2,3-triyl trisacetate